2-amino-3-(4-methylsulfonylphenyl)-3-hydroxypropionic acid NC(C(=O)O)C(O)C1=CC=C(C=C1)S(=O)(=O)C